P(=O)([O-])(O)O.[K+] monopotassium phosphate salt